4-(((6-(isoindolin-2-ylmethyl)-4-oxo-4H-pyran-3-yl)oxy)methyl)-N-(2-oxotetrahydrothiophen-3-yl)benzamide C1N(CC2=CC=CC=C12)CC1=CC(C(=CO1)OCC1=CC=C(C(=O)NC2C(SCC2)=O)C=C1)=O